methyl rac-(2S,3S,4S,5R)-3-(4-fluoro-2-hydroxy-3-methylphenyl)-4,5-dimethyl-5-(trifluoromethyl)tetrahydrofuran-2-carboxylate FC1=C(C(=C(C=C1)[C@H]1[C@H](O[C@]([C@H]1C)(C(F)(F)F)C)C(=O)OC)O)C |r|